3-methanesulfonyl-1-(2-methylpropoxy)-5,6-dihydrospiro[cyclopenta[c]thiophene-4,2'-[1,3]dioxolane] CS(=O)(=O)C1=C2C(=C(S1)OCC(C)C)CCC21OCCO1